O1COC2=C1C=CC(=C2)SC2=CC1=C(OCO1)C=C2 bis(benzo[d][1,3]dioxol-5-yl) sulfide